ClC=1C=C(C=C(C1)Cl)C=1C=CC=C2C(=C(N3C(C12)=NC=N3)C(=O)NCC(=O)OCC)O ethyl (10-(3,5-dichlorophenyl)-6-hydroxy-[1,2,4]triazolo[5,1-a]isoquinoline-5-carbonyl)glycinate